N,N'-bis(salicyloyl)o-xylenedihydrazide C(C=1C(O)=CC=CC1)(=O)N(NC(C=1C(O)=CC=CC1)=O)C(=O)C1=C(C(=CC=C1C(=O)NN)C)C